OCC1=NC(=CC=C1O)CO 2,6-Bis(hydroxymethyl)-3-hydroxypyridine